C(#N)C1=C(OC=2C=C3C(N(C=NC3=CC2)[C@@H]2COC3(CN(C3)C(=O)OC(C)(C)C)C2)=O)C(=CC=C1NS(N(C)CC)(=O)=O)F tert-butyl (7s)-7-[6-[2-cyano-3-[[ethyl(methyl)sulfamoyl]amino]-6-fluoro-phenoxy]-4-oxo-quinazolin-3-yl]-5-oxa-2-azaspiro[3.4]octane-2-carboxylate